decyl bis[4-(1-methyl-1-phenyl-ethyl) phenyl] phosphite P(OCCCCCCCCCC)(OC1=CC=C(C=C1)C(C)(C1=CC=CC=C1)C)OC1=CC=C(C=C1)C(C)(C1=CC=CC=C1)C